C(CCC)[Si](C)(C)OC=1C=NC(=NC1)I butyl-(2-iodopyrimidin-5-yl)oxy-dimethyl-silane